BrC=1C=C2CN(C(C2=CC1)=O)C1C(NC(CC1)=O)=O 3-(5-bromo-1-oxo-2,3-dihydro-1H-isoindol-2-yl)piperidine-2,6-dione